C(C)S(=O)(=O)N1CC(N(CC1)C=1NC(C=C(C1)C1=CC(=NC=C1)NC(OC)=O)=O)C(F)(F)F methyl N-[4-[2-[4-ethylsulfonyl-2-(trifluoromethyl)piperazin-1-yl]-6-oxo-1H-pyridin-4-yl]-2-pyridyl]carbamate